FC=1C(=C(C=CC1)C=1C=CC=2N(C1)C(=CN2)CCN(C(OC(C)(C)C)=O)C)OCCC=2C(=NN(C2C)C)C tert-butyl (2-(6-(3-fluoro-2-(2-(1,3,5-trimethyl-1H-pyrazol-4-yl)ethoxy)phenyl)imidazo[1,2-a]pyridin-3-yl)ethyl)(methyl)-carbamate